4-((1-acryloylazetidin-3-yl)methyl)-6-chloro-2-(2-(dimethylamino)ethyl)-7-(5-methyl-1H-indazol-4-yl)-2H-benzo[b][1,4]oxazin-3(4H)-one C(C=C)(=O)N1CC(C1)CN1C2=C(OC(C1=O)CCN(C)C)C=C(C(=C2)Cl)C2=C1C=NNC1=CC=C2C